(S)-1-(4-benzyl-2-methyl-3-oxo-3,4-dihydro-2H-benzo[b][1,4]oxazin-7-yl)-3-(tert-butyl)urea C(C1=CC=CC=C1)N1C2=C(O[C@H](C1=O)C)C=C(C=C2)NC(=O)NC(C)(C)C